NC(C#N)(C)C=1C=NC=C(C1)Cl 2-amino-2-(5-chloro-3-pyridyl)propanenitrile